BrCC1=CC=2N(C=C1)N=NN2 7-(bromomethyl)tetrazolo[1,5-a]pyridine